IC1=CC=2C(=NC=C(C2)C#N)N1COCC[Si](C)(C)C 2-iodo-1-((2-(trimethylsilyl)ethoxy)methyl)-1H-pyrrolo[2,3-b]pyridine-5-carbonitrile